dimethoxy(propyl)silane CO[SiH](CCC)OC